benzonaphthofuraneselon C1(COC2=C1C1=C(C=CC=3C=CC=CC13)C=C2)=[Se]